NC=1C2=C(N=CN1)C(=NC(=C2)N2C[C@@](CC2)(O)C)C2=C(C(=CC=C2C)O)C (R)-1-((R)-4-amino-8-(3-hydroxy-2,6-dimethylphenyl)pyrido[3,4-d]pyrimidin-6-yl)-3-methylpyrrolidin-3-ol